FC=1C=C(C=C(C1)CO)C1CC=NN1C(=O)C12CC(C1)(C2)COC=2N=CC(=NC2)C#N 5-((3-(5-(3-fluoro-5-(hydroxymethyl)phenyl)-4,5-dihydro-1H-pyrazole-1-carbonyl)-bicyclo[1.1.1]pentan-1-yl)methoxy)-pyrazine-2-carbonitrile